((trans)-2-methylcyclopropyl)-2-oxo-1-((1-toluenesulfonyl-1H-indol-4-yl)methyl)-1,2-dihydropyridine-3,5-dicarboxamide C[C@H]1[C@@H](C1)C1=C(C(N(C=C1C(=O)N)CC1=C2C=CN(C2=CC=C1)S(=O)(=O)CC1=CC=CC=C1)=O)C(=O)N